C(C=C)(=O)N1C[C@@H](N(CC1)C1=NC(N2C3=C(C(=C(C=C13)C(F)(F)F)C1=CC=C(C=C1)F)SC[C@@H]2COCOC)=O)C (S)-7-((S)-4-acryloyl-2-methylpiperazin-1-yl)-10-(4-fluorophenyl)-3-((methoxymethoxy)methyl)-9-(trifluoromethyl)-2H-[1,4]thiazino[2,3,4-ij]quinazolin-5(3H)-one